tert-butyl (S)-(1-(4-(2-methyl-1H-imidazol-1-yl)phenyl)ethyl)carbamate CC=1N(C=CN1)C1=CC=C(C=C1)[C@H](C)NC(OC(C)(C)C)=O